tert-Butyl (2R,3R,4S)-5-azido-4-cyclopropyl-1,3-dihydroxypentan-2-ylcarbamate N(=[N+]=[N-])C[C@@H]([C@H]([C@@H](CO)NC(OC(C)(C)C)=O)O)C1CC1